C1(=CC=CC=C1)CCC(\C=C\C=CC1=CC=CC=C1)=O trans-1,7-diphenyl-4,6-heptadien-3-one